FC=1C=C(NC2=CC=C(C(=N2)C(=O)O)O)C=C(C1)F 6-(3,5-difluoroanilino)-3-hydroxy-pyridine-2-carboxylic acid